N-((1,2,3,5,6,7-hexahydro-s-indacen-4-yl)carbamoyl)-3-methoxy-4-(((3aS,4S,6S,7aR)-3a,5,5-trimethylhexahydro-4,6-methanobenzo[d][1,3,2]dioxaborol-2-yl)methyl)benzenesulfonamide C1CCC2=C(C=3CCCC3C=C12)NC(=O)NS(=O)(=O)C1=CC(=C(C=C1)CB1O[C@@]2([C@H](O1)C[C@H]1C([C@@H]2C1)(C)C)C)OC